N1N=CC(=C1)C=1SC2=C(N1)SC(=C2)C2CCNCC2 4-[2-(1H-pyrazol-4-yl)thieno[2,3-d][1,3]thiazol-5-yl]piperidine